C(C)N(C=1SC(=CN1)S(=O)(=O)C1=CC=C(C=C1)CNC(=O)C=1C=CC=2N(C1)C=CN2)C N-[(4-{2-[ethyl(methyl)amino]-1,3-thiazole-5-sulfonyl}phenyl)methyl]imidazo[1,2-a]pyridine-6-carboxamide